ethane-diol C(C)(O)O